5-chloro-N-[(1S)-3-(cyclopropylamino)-1-[[(3S,5R)-5-methyl-2-oxo-pyrrolidin-3-yl]methyl]-2,3-dioxo-propyl]-4-fluoro-2-[[1-(trifluoromethyl)cyclopropane-carbonyl]amino]benzamide ClC=1C(=CC(=C(C(=O)N[C@H](C(C(=O)NC2CC2)=O)C[C@H]2C(N[C@@H](C2)C)=O)C1)NC(=O)C1(CC1)C(F)(F)F)F